C(C)C1(CNCCC1OCC1(CC1)C(F)(F)F)C 3-ethyl-3-methyl-4-[[(trifluoromethyl)cyclopropyl]methoxy]piperidine